CC1=C(OC2=C(C=C(C=C2C1=O)C)[C@@H](C)NC1=C(C(=O)O)C=CC=C1)C1=CC2=CN(N=C2C=C1)C (R)-2-((1-(3,6-dimethyl-2-(2-methyl-2H-indazol-5-yl)-4-oxo-4H-chromen-8-yl)ethyl)amino)benzoic acid